potassium methaneperoxoate potassium [K+].C(=O)O[O-].[K+].C(=O)O[O-]